hydroxyl-chromone OC=1OC2=CC=CC=C2C(C1)=O